N-(7,1'-dihydroxy-[1,2']binaphthyl-4'-yl)-4-methoxybenzenesulfonamide OC1=CC=C2C=CC=C(C2=C1)C1=C(C2=CC=CC=C2C(=C1)NS(=O)(=O)C1=CC=C(C=C1)OC)O